FC(=CC1CNC1)F 3-(2,2-difluorovinyl)azetidine